NC1=NC(=CC(=N1)N1CCC2(C[C@H](NC2)C(=O)O)CC1)O[C@@H](C(F)(F)F)C1=C(C=C(C=C1)Cl)C1=CC(=CC=C1)OCC (S)-8-(2-amino-6-((R)-1-(5-chloro-3'-ethoxy-[1,1'-biphenyl]-2-yl)-2,2,2-trifluoroethoxy)pyrimidin-4-yl)-2,8-diazaspiro[4.5]decane-3-carboxylic acid